[Cl-].[Cl-].C[SiH](C)[Ti+2](C1(C(=C(C(=C1)C)C)C)C)NC(C)(C)C dimethylsilyl-(N-tert-butylamino)-(tetramethylcyclopentadienyl)titanium dichloride